BrC1=CC(=C(C=C1)C=1NC=C(N1)CC)O 2-(4-bromo-2-hydroxyphenyl)-4(s)-ethylimidazole